tert-butyl ((3S,5S)-1-(6-bromo-3-(2-(2-fluoro-6-methoxyphenyl)pyrimidine-4-carboxamido)pyridin-2-yl)-5-(hydroxymethyl)pyrrolidin-3-yl)carbamate BrC1=CC=C(C(=N1)N1C[C@H](C[C@H]1CO)NC(OC(C)(C)C)=O)NC(=O)C1=NC(=NC=C1)C1=C(C=CC=C1OC)F